Diacetyl-biphenol C(C)(=O)C=1C(=C(C(=CC1)O)C=1C(=CC=CC1)O)C(C)=O